2-methyl-1-phenyl-3-(thiophen-2-yl)propane-1,3-dione CC(C(=O)C1=CC=CC=C1)C(=O)C=1SC=CC1